FC=1C=NC=CC1C1=NC2=CN=CC=C2C=C1 2-(3-fluoropyridin-4-yl)-1,7-naphthyridin